2-(4-fluorophenoxy)acetaldehyde FC1=CC=C(OCC=O)C=C1